ClC1=C(C=CC(=C1)Cl)S(=O)(=O)N1CC(C1)(CO)CNC1=CC(=C(C#N)C=C1)F 4-(((1-((2,4-dichlorophenyl)sulfonyl)-3-(hydroxymethyl)azetidin-3-yl)methyl)amino)-2-fluorobenzonitrile